C([O-])([O-])=O.[Ho+3].C([O-])([O-])=O.C([O-])([O-])=O.[Ho+3] holmium(III) carbonate